NC1=C(C(=O)NC23COC(C2)(C3)C(F)(F)F)C=CC(=C1)OC 2-amino-4-methoxy-N-(1-(trifluoromethyl)-2-oxabicyclo[2.1.1]hexan-4-yl)benzamide